2'-((3-((2-acetyl-2-azaspiro[3.3]heptan-6-yl)methoxy)-1H-pyrazol-4-yl)amino)-7'-((1R,3R)-3-hydroxycyclohexyl)spiro[cyclopropane-1,5'-pyrrolo[2,3-d]pyrimidin]-6'(7'H)-one C(C)(=O)N1CC2(C1)CC(C2)COC2=NNC=C2NC=2N=CC1=C(N2)N(C(C12CC2)=O)[C@H]2C[C@@H](CCC2)O